8-Methyl-N-{[(2S)-oxolan-2-yl]methyl}-4,5-dihydro-2H-furo[2,3-g]indazole-7-carboxamide CC1=C(OC=2CCC3=CNN=C3C21)C(=O)NC[C@H]2OCCC2